2-(((1,2,3,5,6,7-hexahydro-s-indacen-4-yl)carbamoyl)oxy)-3-phenylpropionic acid ethyl ester C(C)OC(C(CC1=CC=CC=C1)OC(NC1=C2CCCC2=CC=2CCCC12)=O)=O